5-hydroxy-6-oxohexanoic acid OC(CCCC(=O)O)C=O